(S)-N-(1-(3-methoxyphenyl)ethyl)-4-(5-methyl-2-((1-methyl-1H-pyrazol-5-yl)amino)pyrimidin-4-yl)oxazole-2-carboxamide COC=1C=C(C=CC1)[C@H](C)NC(=O)C=1OC=C(N1)C1=NC(=NC=C1C)NC1=CC=NN1C